1-(3,5-diisopropyl-[1,1'-biphenyl]-4-yl)-6-methylbenzene-1,2-diamine C(C)(C)C=1C=C(C=C(C1C1(C(C=CC=C1C)N)N)C(C)C)C1=CC=CC=C1